P(=O)(OCC=CN(C)C)([O-])[O-] N,N-dimethylaminoallyl phosphate